ClC1=C(C(=C(C=C1)F)[N+](=O)[O-])Cl 1,2-dichloro-4-fluoro-3-nitrobenzene